O1C(COCC1)N1N=CC(=C1)C=1C(=NC(=CC1)[Sn](C)(C)C)C#N 3-[1-(dioxane-2-yl)pyrazol-4-yl]-6-(trimethylstannyl)pyridine-2-carbonitrile